(R)-6-Isopropyl-5-(8-methoxy-[1,2,4]triazolo[1,5-a]pyridin-6-yl)-1-(1-(2-methoxyethyl)piperidin-3-yl)-1,3-dihydro-2H-benzo[d]imidazol-2-on C(C)(C)C=1C(=CC2=C(N(C(N2)=O)[C@H]2CN(CCC2)CCOC)C1)C=1C=C(C=2N(C1)N=CN2)OC